C(OC1=CC=C(C=C1)[N+](=O)[O-])(O[C@@H]1CN(C(C1)=O)C([2H])([2H])[2H])=O (4-nitrophenyl) [(3S)-5-oxo-1-(trideuteriomethyl)pyrrolidin-3-yl] carbonate